ethyl 3-(bromomethyl)-2,6-dichloro-pyridine-4-carboxylate BrCC=1C(=NC(=CC1C(=O)OCC)Cl)Cl